P(=S)(O)(O)OC[C@@H]1[C@H]([C@H]([C@@H](O1)N1C(=O)NC(=O)C=C1)OC)O 2'-O-methyluridine thiophosphate